ClC1=CC=NC2=CC(=CC(=C12)Cl)Cl 4,5,7-trichloroquinoline